FC=1C=CC(=C2C=C(NC12)C)N1C(C2=CC(=C(C=C2C(=C1)C(=O)N1CCC(CC1)F)OC([2H])([2H])[2H])OC([2H])([2H])[2H])=O 2-(7-fluoro-2-methyl-1H-indol-4-yl)-4-(4-fluoropiperidine-1-carbonyl)-6,7-bis(methoxy-d3)isoquinolin-1(2H)-one